4-(4-aminophenethoxy)-6-((16-((6-carboxypyridin-2-yl)methyl)-1,4,10,13-tetraoxa-7,16-diazacyclooctadecan-7-yl)methyl)picolinic acid NC1=CC=C(CCOC2=CC(=NC(=C2)CN2CCOCCOCCN(CCOCCOCC2)CC2=NC(=CC=C2)C(=O)O)C(=O)O)C=C1